methyl (2S)-2-(trifluoromethylsulfonyloxy)propanoate FC(S(=O)(=O)O[C@H](C(=O)OC)C)(F)F